C(C1=CC=CC=C1)N1C2CC(CC1CC(C2)=O)C(=O)OC methyl 9-benzyl-7-oxo-9-azabicyclo[3.3.1]nonane-3-carboxylate